CC1=C(C(=O)O)C(=C(C=C1C)C)CCC(F)(F)F.FC(C1NCC1)(F)F 2-(trifluoromethyl)azetidine 2,3,5-trimethyl-6-(3,3,3-trifluoropropyl)benzoate